1,2-Cyclopropanedicarboxylic acid C1(C(C1)C(=O)O)C(=O)O